C1(CCC1)CC=1C=CC=C2C=CN(C12)C(C1=NC=CC=C1C)C1CC1 7-(cyclobutylmethyl)-N-(cyclopropyl(3-methylpyridin-2-yl)methyl)-1H-indole